C1(CCCCC1)NC(C(C=1C=NC=CC1)N(C(=O)[C@@H]1NC[C@@H](C1)O)C1=CC(=C(C=C1)C1CC1)F)=O (2R,4R)-N-(2-(cyclohexylamino)-2-oxo-1-(pyridin-3-yl)ethyl)-N-(4-cyclopropyl-3-fluorophenyl)-4-hydroxypyrrolidine-2-carboxamide